(S)-6-(4-chlorobenzyl)-9-isopropyl-2-(pyridazin-3-yl)-2,6,9-triazaspiro[4.5]decane-7,10-dione ClC1=CC=C(CN2[C@]3(CCN(C3)C=3N=NC=CC3)C(N(CC2=O)C(C)C)=O)C=C1